phenyl (S,Z)-2-((S)-sec-butyl)-N-cyano-3-oxo-3,4-dihydropyrido[3,4-b]pyrazine-1(2H)-carbimidate [C@H](C)(CC)[C@@H]1N(C2=C(NC1=O)C=NC=C2)/C(/OC2=CC=CC=C2)=N/C#N